COC1(CN(C=2C=NC=3N(C21)N=CC3)C(=O)N)C(F)(F)F 8-methoxy-8-(trifluoromethyl)-7,8-dihydro-6H-pyrazolo[1,5-a]pyrrolo[2,3-e]pyrimidine-6-carboxamide